7-(6-(1-(1-(4-fluorophenyl)-2-methylpropyl)-1H-pyrazol-4-yl)pyrazin-2-yl)-[1,2,4]triazolo[1,5-a]pyridin-2-amine FC1=CC=C(C=C1)C(C(C)C)N1N=CC(=C1)C1=CN=CC(=N1)C1=CC=2N(C=C1)N=C(N2)N